Cl.Cl.N[C@@H](C(=O)N[C@H](C(=O)NCC1=CC=C(C=C1)C(NO)=N)C)CCC1=CC=CC=C1 (R)-2-amino-N-((S)-1-((4-(N-hydroxycarbamimidoyl)benzyl)amino)-1-oxopropan-2-yl)-4-phenylbutanamide dihydrochloride